[O-2].[Ti+4].[Sn+4].[Ru+3] ruthenium-tin-titanium oxide